2-(6-fluoro-1,5-naphthyridin-4-yl)-1h,5h,6h,7h-pyrrolo[3,2-c]Pyridin-4-one FC=1N=C2C(=CC=NC2=CC1)C1=CC=2C(NCCC2N1)=O